(R)-3-(3-Chloro-4-fluorophenyl)-1-(8,9-difluoro-6-oxo-1,4,5,6-tetrahydro-2H-thiopyrano[3,4-c]isoquinolin-1-yl)-1-methylurea ClC=1C=C(C=CC1F)NC(N(C)[C@H]1CSCC=2NC(C=3C=C(C(=CC3C21)F)F)=O)=O